(4-Chlorobutyl)trimethoxysilan ClCCCC[Si](OC)(OC)OC